fructose palmitate C(CCCCCCCCCCCCCCC)(=O)O.OCC(=O)[C@@H](O)[C@H](O)[C@H](O)CO